FC1=C(C#N)C(=CC(=C1)F)F 2,4,6-trifluoro-benzonitrile